(S,E)-ethyl 3-(3-(1-fluoroethyl)-1,2,4-oxadiazol-5-yl)acrylate F[C@@H](C)C1=NOC(=N1)/C=C/C(=O)OCC